COC(=O)C=1C(N(N=C(C1)C=1C=NC(=CC1)C(F)F)C=1C=NN(C1)C)=O 6-[6-(difluoromethyl)pyridin-3-yl]-2-(1-methyl-1H-pyrazol-4-yl)-3-oxo-2,3-dihydropyridazine-4-carboxylic acid methyl ester